N-cyano-N'-(2-mercaptoethyl)-N''-methylguanidine C(#N)NC(=NC)NCCS